3-cyclopropyl-1-(2-(2-methyl-2H-pyrazolo[3,4-b]pyridin-5-yl)thieno[2,3-d]pyrimidin-6-yl)cyclobutanol C1(CC1)C1CC(C1)(O)C1=CC2=C(N=C(N=C2)C2=CC=3C(N=C2)=NN(C3)C)S1